C1(CC1)N1N=CC(=C1)I 1-cyclopropyl-4-iodopyrazole